ClC1=CC=NC2=CC(=CC=C12)OC 4-chloro-7-methoxy-quinoline